2,3-diamino-6-carboxyphenylphosphonic acid NC1=C(C(=CC=C1N)C(=O)O)P(O)(O)=O